6-bromo-1-methyl-2-phenyl-1H-imidazo[4,5-b]Pyrazine BrC1=CN=C2C(=N1)N(C(=N2)C2=CC=CC=C2)C